C(C)OC(=O)C=1C(=NC(=NC1)C=1C(=NC=NC1OC)C1CC1)NCC1=CC=C(C=C1)C=1N(C=C(N1)C(F)(F)F)C 4'-Cyclopropyl-6'-methoxy-4-((4-(1-methyl-4-(trifluoromethyl)-1H-imidazol-2-yl)benzyl)Amino)-[2,5'-bipyrimidine]-5-carboxylic acid ethyl ester